C(C)(C)(C)OC(=O)N1C[C@@H](N(CC1)CCC)CC (S)-4-(n-propyl)-3-ethylpiperazine-1-carboxylic acid tert-butyl ester